CS(=CC(C(COC(C(F)(F)F)(C)C)NC(OCC1=CC=CC=C1)=O)=O)(=O)C benzyl (4-(dimethyl(oxo)-λ6-sulfaneylidene)-3-oxo-1-((1,1,1-trifluoro-2-methylpropan-2-yl)oxy)butan-2-yl)carbamate